2-(3-(2-(2-aminoethoxy)ethoxy)propan-amido)-N-(1-isopropyl-5-methyl-1H-pyrazol-3-yl)benzamide NCCOCCOCCC(=O)NC1=C(C(=O)NC2=NN(C(=C2)C)C(C)C)C=CC=C1